2-[(2R,5S)-2,5-dimethylpiperazin-1-yl]-5-(trifluoromethyl)pyrimidine C[C@H]1N(C[C@@H](NC1)C)C1=NC=C(C=N1)C(F)(F)F